FC1=CC=C(C=C1)C1=C(CCC(C1)(C)C)CN1CC2N(C(C1)C2)CC=2C=C1CN(C(C1=CC2)=O)C2C(NC(CC2)=O)=O 3-(5-((3-((4'-fluoro-5,5-dimethyl-3,4,5,6-tetrahydro-[1,1'-biphenyl]-2-yl)methyl)-3,6-diazabicyclo[3.1.1]heptan-6-yl)methyl)-1-oxoisoindolin-2-yl)piperidine-2,6-dione